N2-(2-(1-(Cyclopropylsulfonyl)-1H-pyrazol-4-yl)pyrimidin-4-yl)-5-(1-isopropyl-1H-pyrazol-3-yl)-N4-((1s,4s)-4-(methylamino)cyclohexyl)pyridine-2,4-diamine C1(CC1)S(=O)(=O)N1N=CC(=C1)C1=NC=CC(=N1)NC1=NC=C(C(=C1)NC1CCC(CC1)NC)C1=NN(C=C1)C(C)C